2-(5-phenethyl-1H-benzo[d]imidazol-2-yl)ethan-1-amine dihydrochloride Cl.Cl.C(CC1=CC=CC=C1)C1=CC2=C(NC(=N2)CCN)C=C1